CC=1C=C(C=C2CN(C(C12)=O)C1=CC(=CC=C1)NC1=CC=NC=C1)NC1=CC(=NC=C1)C 7-methyl-5-((2-methylpyridin-4-yl)amino)-2-(3-(pyridin-4-ylamino)phenyl)isoindolin-1-one